ClCC(=O)N1C2=C(OC[C@@H]1C)N=C(C(=C2)CC2=CC=C(C=C2)F)C(=O)NCC2CC2 (S)-1-(2-chloroacetyl)-N-(cyclopropylmethyl)-7-(4-fluorobenzyl)-2-methyl-2,3-dihydro-1H-pyrido[2,3-b][1,4]oxazine-6-carboxamide